C1(CC1)C1=NN(C=2N=C(NC(C21)=O)C)[C@H](CC)C=2C=NC(=CC2)C(F)(F)F 3-Cyclopropyl-6-Methyl-1-[(1R)-1-[6-(Trifluoromethyl)Pyridin-3-Yl]Propyl]-1H,4H,5H-Pyrazolo[3,4-d]Pyrimidin-4-One